C1(CC1)C=1C=NC(=NC1)N1CCC(=C(C1)C)[C@@H](C[NH-])OCC(C)NC=1C=NNC(C1C(F)(F)F)=O (S)-2-(1-(5-cyclopropylpyrimidin-2-yl)-5-methyl-1,2,3,6-Tetrahydropyridin-4-yl)-N-(2-((6-oxo-5-(trifluoromethyl)-1,6-dihydropyridazin-4-yl)amino)propoxy)ethyl-Amide